N-(3-cyano-4-(4,4,5,5-tetramethyl-1,3,2-dioxaborolan-2-yl)phenyl)methacrylamide C(#N)C=1C=C(C=CC1B1OC(C(O1)(C)C)(C)C)NC(C(=C)C)=O